4-(7-(6-amino-4-methyl-3-(trifluoromethyl)pyridin-2-yl)-8-fluoro-2-(((2R,7aS)-2-fluorohexahydro-1H-pyrrolizin-7a-yl)methoxy)pyrido[4,3-d]pyrimidin-4-yl)piperazine-1-carbonitrile NC1=CC(=C(C(=N1)C1=C(C=2N=C(N=C(C2C=N1)N1CCN(CC1)C#N)OC[C@]12CCCN2C[C@@H](C1)F)F)C(F)(F)F)C